1,3-diethylimidazolium diethyl-phosphate C(C)OP(=O)(OCC)[O-].C(C)N1C=[N+](C=C1)CC